2-(6-amino-9H-purin-9-yl)-4-hydroxybutanamide NC1=C2N=CN(C2=NC=N1)C(C(=O)N)CCO